7-(methylsulfonyl)heptan-1-ol methyl-N-[2-[(2,4-dimethyl-5-phenylpyrazol-3-yl)oxymethyl]phenyl]-N-methoxycarbamate CCON(C(=O)OCCCCCCCS(=O)(=O)C)C1=C(C=CC=C1)COC=1N(N=C(C1C)C1=CC=CC=C1)C